BrC1=CC(=C(OC2CN(CC2)C(=O)OC(C)(C)C)C=C1)Cl tert-butyl 3-(4-bromo-2-chlorophenoxy)pyrrolidine-1-carboxylate